4-(3-amino-1H-pyrazolo[4,3-b]pyridin-5-yl)-N-(4-hydroxy-4-methylcyclohexyl)-3-methylbenzenesulfonamide NC1=NNC=2C1=NC(=CC2)C2=C(C=C(C=C2)S(=O)(=O)NC2CCC(CC2)(C)O)C